5-methylene-4-methyl-2-phenylthiazole C=C1C(=NC(S1)C1=CC=CC=C1)C